hydroxypropyl thiocyanate OCCCSC#N